C(C1=CC=CC=C1)OC1=C(C(=O)NC=2C=CC(=C(C(=O)O)C2)O)C=C(C(=C1)C(NC1=CC(=C(C=C1)O)C(=O)O)=O)OCC1=CC=CC=C1 5-[[2,5-dibenzyloxy-4-[(3-carboxy-4-hydroxyphenyl)carbamoyl]-benzoyl]amino]-2-hydroxy-benzoic acid